(S)-N-(7-((3-Oxa-9-azaspiro[5.5]undecan-9-yl)methyl)-5-methyl-4-oxo-2,3,4,5-tetrahydrobenzo[b][1,4]oxazepin-3-yl)-4-phenoxypicolinamid C1COCCC12CCN(CC2)CC2=CC1=C(OC[C@@H](C(N1C)=O)NC(C1=NC=CC(=C1)OC1=CC=CC=C1)=O)C=C2